(R)-7-(3-amino-4-(2,4,5-trifluorophenyl) butanoyl)-3-(trifluoromethyl)-5,6,7,8-tetrahydroimidazo[1,5-a]pyrazine-1-carboxylate N[C@@H](CC(=O)N1CC=2N(CC1)C(=NC2C(=O)[O-])C(F)(F)F)CC2=C(C=C(C(=C2)F)F)F